(R)-3,3'-Bis(4-(pentafluoro-λ6-sulfaneyl)phenyl)-[1,1'-binaphthalene]-2,2'-diol FS(C1=CC=C(C=C1)C1=C(C(=C2C=CC=CC2=C1)C=1C(=C(C=C2C=CC=CC12)C1=CC=C(C=C1)S(F)(F)(F)(F)F)O)O)(F)(F)(F)F